N-(7-(hydroxyamino)-7-oxoheptyl)-2-((2-hydroxyethyl)(phenyl)amino)pyrimidine ONC(CCCCCCN1C(N=CC=C1)N(C1=CC=CC=C1)CCO)=O